N-(4-Amino-2-tetrahydropyran-2-yl-pyrazolo[4,3-c]pyridin-7-yl)-2-oxo-2-[rac-(2R,5S)-2-[3-[2-(dimethylamino)ethyl]phenyl]-5-methyl-1-piperidyl]acetamide NC1=NC=C(C=2C1=CN(N2)C2OCCCC2)NC(C(N2[C@H](CC[C@@H](C2)C)C2=CC(=CC=C2)CCN(C)C)=O)=O |r|